(rac)-2'-[6-amino-5-(trifluoromethyl)pyridin-3-yl]-N-{[3-(trifluoromethyl)bicyclo[1.1.1]pentan-1-yl]methyl}-5',6'-dihydrospiro[pyrrolidine-3,4'-pyrrolo[1,2-b]pyrazole]-1-carboxamide NC1=C(C=C(C=N1)C=1C=C2N(N1)CC[C@]21CN(CC1)C(=O)NCC12CC(C1)(C2)C(F)(F)F)C(F)(F)F |r|